3-[7-[9-[4-(4-nitrophenyl)piperazin-1-yl]-3-azaspiro[5.5]undecan-3-yl]-1-oxo-phthalazin-2-yl]piperidine-2,6-dione [N+](=O)([O-])C1=CC=C(C=C1)N1CCN(CC1)C1CCC2(CCN(CC2)C2=CC=C3C=NN(C(C3=C2)=O)C2C(NC(CC2)=O)=O)CC1